FC(C(C(C(S(=O)(=O)[O-])(F)F)(F)F)(F)F)(S(=O)(=O)[O-])F.C(C)(C)(C)C1=CC=C(C=C1)[I+]C1=CC=C(C=C1)C(C)(C)C.C(C)(C)(C)C1=CC=C(C=C1)[I+]C1=CC=C(C=C1)C(C)(C)C di(bis(4-tert-butylphenyl)iodonium) octafluorobutanedisulfonate